ClC1=CC=C(C=C1)N1NNC(C1)CN1C(C2=CC=CC=C2C1=O)=O 2-{[1-(4-chlorophenyl)-1,2,3-triazacyclopentan-4-yl]Methyl}isoindole-1,3-dione